C(C1=CC=CC=C1)OCC1=NN(C(N1CC)=O)C=1C=C2C(=CC(=NC2=CC1F)C=1C(=NC=CC1C)Cl)C(C)C 3-((Benzyloxy)methyl)-1-(2-(2-chloro-4-methylpyridin-3-yl)-7-fluoro-4-isopropylquinolin-6-yl)-4-ethyl-1H-1,2,4-triazol-5(4H)-one